ethyl 6-(benzylthio)-8-fluoroimidazo[1,5-a]pyridine-3-carboxylate C(C1=CC=CC=C1)SC=1C=C(C=2N(C1)C(=NC2)C(=O)OCC)F